C(C)(C)(C)C1=CC=C(C=C1)C(C#N)CC1=CC=CC=C1 (4-(tert-butyl)phenyl)-3-phenylpropionitrile